COCC1(CC1)C#CC1=NC(=NC(=N1)N[C@@H](C(F)(F)F)C)N[C@@H](C(F)(F)F)C 6-((1-(methoxymethyl)cyclopropyl)ethynyl)-N2,N4-bis((R)-1,1,1-trifluoroprop-2-yl)-1,3,5-triazine-2,4-diamine